8-(1-ethoxyvinyl)-6-fluoro-3-methyl-2-(tetrahydro-2H-pyran-3-yl)quinolin-4-ol C(C)OC(=C)C=1C=C(C=C2C(=C(C(=NC12)C1COCCC1)C)O)F